6-Morpholino-N-(1-phenylpiperidin-4-yl)pyrimidin-4-amine O1CCN(CC1)C1=CC(=NC=N1)NC1CCN(CC1)C1=CC=CC=C1